2-(3-ethyl-4-methyl-thiazol-3-ium-5-yl)ethanol bromide [Br-].C(C)[N+]1=CSC(=C1C)CCO